(E)-α-cyano-3-hydroxymethyl-4-hydroxycinnamoyl-piperazine C(#N)/C(/C(=O)N1CCNCC1)=C\C1=CC(=C(C=C1)O)CO